N-Methyl-3-[6-({6-[(1S,4S)-5-methyl-2,5-diazabicyclo[2.2.1]heptan-2-yl]pyridin-2-yl}amino)-[1,3]thiazolo[5,4-c]pyridin-2-yl]benzamide CNC(C1=CC(=CC=C1)C=1SC=2C=NC(=CC2N1)NC1=NC(=CC=C1)N1[C@@H]2CN([C@H](C1)C2)C)=O